C1(CC1)NC(C1=C(C=C(C(=C1)C=1C=NN(C1)C1=CN=C2N1C=C(C=C2)S(=O)(=O)C(C)(C)C)C)F)=O N-cyclopropyl-2-fluoro-4-methyl-5-{1-[6-(2-methyl-propane-2-sulfonyl)-imidazo[1,2-a]pyridin-3-yl]-1H-pyrazol-4-yl}-benzamide